FC=1C=C(C=CC1NC1=NC=C(C(=N1)O[C@H]1[C@@](COCC1)(C)O)C(F)(F)F)S(=O)(=O)NC([2H])([2H])[2H] cis-3-fluoro-4-((4-((3-hydroxy-3-methyltetrahydro-2H-pyran-4-yl)oxy)-5-(trifluoromethyl)pyrimidin-2-yl)amino)-N-(methyl-d3)benzenesulfonamide